N-(3-chloro-2-methoxyphenyl)-2-([[3-(2-methoxyethoxy)pyridin-4-yl]methyl]amino)-6-oxocyclohex-1-ene-1-carbothioamide ClC=1C(=C(C=CC1)NC(=S)C1=C(CCCC1=O)NCC1=C(C=NC=C1)OCCOC)OC